C1(CCCC1)C[C@@]1(CN(CCC1)C1=CC(=C(C(=C1)F)S(=O)(=O)NC1=NC=NC=C1)F)N(C)C (S)-4-(3-(Cyclopentylmethyl)-3-(dimethylamino)piperidin-1-yl)-2,6-difluoro-N-(pyrimidin-4-yl)benzenesulfonamide